6-Bromo-7-fluoro-N-(1-methyl-1H-indazol-7-yl)-1H-indazol-5-amine BrC1=C(C=C2C=NNC2=C1F)NC=1C=CC=C2C=NN(C12)C